N-((3S,4R)-3-((5-cyano-1-(phenylsulfonyl)-1H-pyrrolo[2,3-b]pyridin-4-yl)amino)-4-ethylcyclopentyl)benzo[c][1,2,5]oxadiazole C(#N)C=1C(=C2C(=NC1)N(C=C2)S(=O)(=O)C2=CC=CC=C2)N[C@H]2CC(C[C@H]2CC)N2ONC1=C2C=CC=C1